1-(7-(3-(4-(trifluoromethyl)phenyl)-1H-pyrazolo[4,3-b]pyridin-1-yl)-2-azaspiro[4.4]nonan-2-yl)-prop-2-en-1-one FC(C1=CC=C(C=C1)C1=NN(C=2C1=NC=CC2)C2CC1(CCN(C1)C(C=C)=O)CC2)(F)F